tert-butyl 4-{[(3-{[(2R)-1-(tert-butoxycarbonyl)azetidin-2-yl]methoxy}pyridin-4-yl)methyl]amino}-3-[(3-chloro-2-methoxyphenyl)carbamothioyl]-2-oxo-5,6-dihydropyridine-1-carboxylate C(C)(C)(C)OC(=O)N1[C@H](CC1)COC=1C=NC=CC1CNC1=C(C(N(CC1)C(=O)OC(C)(C)C)=O)C(NC1=C(C(=CC=C1)Cl)OC)=S